(3-(2-(5-(pentyloxy)pentyl)hydrazine-1-carbonyl)benzyl)benzamide C(CCCC)OCCCCCNNC(=O)C=1C=C(CC2=C(C(=O)N)C=CC=C2)C=CC1